(tert-butoxycarbonyl)(2-(cyclohexylthio)-9H-purin-6-yl)carbamic acid tert-butyl ester C(C)(C)(C)OC(N(C1=C2N=CNC2=NC(=N1)SC1CCCCC1)C(=O)OC(C)(C)C)=O